prenyltrimethylsilane C(C=C(C)C)[Si](C)(C)C